C(#N)C1=CC=C(C=C1)C1=CC=C(C=C1)C1=CC(=CC=C1)C=1OC2=C(N1)C(=CC(=C2)C2=CC=CC1=CC=CC=C21)C2=CC=CC1=CC=CC=C21 2-(4''-cyano-[1,1':4',1'']terphenyl-3-yl)-4,6-di(naphthalene-1-yl)-benzoxazole